O[C@@H]1C[C@@H](CCC1)NC1=NC(=NC=C1C#N)NC1CCC(CC1)OCC(F)(F)F 4-((1R,3S)-3-hydroxycyclohexylamino)-2-((1r,4R)-4-(2,2,2-trifluoroethoxy)cyclohexylamino)pyrimidine-5-carbonitril